OC(O)C(C(=O)O)C (bis-hydroxymethyl)-propionic acid